4-[6-[[5-(6-cyano-4-methylpyridin-3-yl)oxy-3-methylimidazo[4,5-b]pyridin-7-yl]amino]pyridine-3-carbonyl]morpholine-3-carbonitrile C(#N)C1=CC(=C(C=N1)OC1=CC(=C2C(=N1)N(C=N2)C)NC2=CC=C(C=N2)C(=O)N2C(COCC2)C#N)C